N=1C(=CN2C=NC=CC21)C(=O)O.O2CC(C2)N2CC1=C(CC2)C(=NN1)C=O (6-(oxetan-3-yl)-4,5,6,7-tetrahydro-1H-pyrazolo[3,4-c]pyridin-3-yl)methanone imidazo[1,2-c]pyrimidine-2-carboxylate